4-((dimethylamino)methyl)-3-(2-fluoro-3-((N-methylsulfamoyl)amino)benzyl)-2-oxo-2H-chromen-7-yl dimethylcarbamate CN(C(OC1=CC=C2C(=C(C(OC2=C1)=O)CC1=C(C(=CC=C1)NS(NC)(=O)=O)F)CN(C)C)=O)C